Ethyl (7Z)-3-[(4Z)-dec-4-en-1-yl]-2-fluorotrideca-2,7-dienoate C(CC\C=C/CCCCC)C(=C(C(=O)OCC)F)CCC\C=C/CCCCC